ethyl 4-(2,3-dichloro-6-methoxyphenyl)-2-oxocyclopentane-1-carboxylate ClC1=C(C(=CC=C1Cl)OC)C1CC(C(C1)C(=O)OCC)=O